N-[4-(3-cyano-5-fluoro-phenoxy)-2,2-difluoro-7-methylsulfonyl-indan-1-yl]-2-methyl-propane-2-sulfinamide C(#N)C=1C=C(OC2=C3CC(C(C3=C(C=C2)S(=O)(=O)C)NS(=O)C(C)(C)C)(F)F)C=C(C1)F